(3-(4-tosyl-4,5-dihydrooxazol-5-yl)bicyclo[1.1.1]pent-1-yl)carbamic acid tert-butyl ester C(C)(C)(C)OC(NC12CC(C1)(C2)C2C(N=CO2)S(=O)(=O)C2=CC=C(C)C=C2)=O